FC1=C(C(=O)N)C(=CC=C1)F 2,6-difluoro-benzamide